CN1CS(C2=C1C=CC(=C2)C)=O 3,6-dimethylbenzothiazolon